NCC12CC(C1)(C2)C(=O)O 3-(aminomethyl)bicyclo[1.1.1]pentane-1-carboxylic acid